2-methyl-5-((1-(trifluoromethyl)cyclopropyl)methoxy)benzofuran-3-carboxylic acid ethyl ester C(C)OC(=O)C1=C(OC2=C1C=C(C=C2)OCC2(CC2)C(F)(F)F)C